C(#N)C=1C=C(C=CC1)C(C(=O)N[C@H](C(=O)NC1=NC=CC(=C1)[C@@H](COC)N1C(N[C@@H](C1)C(F)(F)F)=O)C1CCC(CC1)(F)F)C 2-(3-cyanophenyl)-N-((S)-1-(4,4-difluorocyclohexyl)-2-((4-((S)-2-methoxy-1-((S)-2-oxo-4-(trifluoromethyl)imidazolidin-1-yl)ethyl)pyridin-2-yl)amino)-2-oxoethyl)propanamide